acryloylbutyl maleate C(\C=C/C(=O)[O-])(=O)OCCCCC(C=C)=O